4,6-dibromopyrazolo[1,5-a]Pyrazine-3-carbonitrile BrC=1C=2N(C=C(N1)Br)N=CC2C#N